IC=1N(C2=CC=CC(=C2C1)NC1CCN(CC1)CC(C)O)CC(F)(F)F 1-[4-[[2-iodo-1-(2,2,2-trifluoroethyl)indol-4-yl]amino]-1-piperidyl]propan-2-ol